tert-butyl ((3-((tert-butoxycarbonyl)oxy)pyridin-4-yl)methyl)carbamate C(C)(C)(C)OC(=O)OC=1C=NC=CC1CNC(OC(C)(C)C)=O